I[N-]I.[Na+] sodium diiodoamide